(+)-7-(2-furoyl)amino-4-(propyl)aminomethylcyclohepta[7,6-b]indole O1C(=CC=C1)C(=O)NC1=CC2=NC3=C(C=CC=C3C2=CC=C1)CNCCC